N,N-Bis(carboxymethyl)glycine C(=O)(O)CN(CC(=O)O)CC(=O)O